[C@H]1([C@@H]([C@H]([C@@H]([C@H]([C@@H]1OP(=O)(O)O)O)OP(=O)(O)O)OP(=O)(O)O)O)O The molecule is a myo-inositol trisphosphate. It has a role as a mouse metabolite. It is a conjugate acid of a 1D-myo-inositol 1,4,5-trisphosphate(6-).